(E)-2-(4-(bis(2-chloroethyl)amino)benzylidene)-5-methoxy-3,4-dihydronaphthalen-1(2H)-one ClCCN(C1=CC=C(\C=C/2\C(C3=CC=CC(=C3CC2)OC)=O)C=C1)CCCl